NC[C@@H]1[C@@H]([C@@H]([C@H](C(O1)O)NC(=N)N)O)O 1-((3R,4R,5R,6R)-6-(aminomethyl)-2,4,5-trihydroxytetrahydro-2H-pyran-3-yl)guanidine